ClC1=C2C(=NC=C1C)N(C(=C2)S(=O)(=O)N2CCCC2)S(=O)(=O)C2=CC=C(C)C=C2 4-chloro-5-methyl-2-(pyrrolidin-1-ylsulfonyl)-1-tosyl-1H-pyrrolo[2,3-b]pyridine